N-(allyloxy)-2-bromo-2-methylpropionamide C(C=C)ONC(C(C)(C)Br)=O